(ethyl)ruthenium C(C)[Ru]